(1S)-1'-[7-(5-chloro-1-methyl-pyrazol-4-yl)-6-methyl-pyrazolo[1,5-a]pyrazin-4-yl]-6-methoxy-spiro[indane-2,4'-piperidine]-1-amine hydrochloride Cl.ClC1=C(C=NN1C)C1=C(N=C(C=2N1N=CC2)N2CCC1(CC2)[C@@H](C2=CC(=CC=C2C1)OC)N)C